methyl (((3'-methyl-4-pentyl-6-(((phenoxy(methoxy)phosphoryl)oxy)methoxy)-[1,1'-biphenyl]-2-yl)oxy)methyl) phenyl phosphate P(=O)(OC)(OCOC1=C(C(=CC(=C1)CCCCC)OCOP(=O)(OC)OC1=CC=CC=C1)C1=CC(=CC=C1)C)OC1=CC=CC=C1